5,9-dioxa-13b-boranaphtho[3,2,1-de]Anthracene C1=CC=CC=2OC=3C=CC=C4OC=5C=CC=CC5B(C34)C12